CS(=O)(=O)C1=CC=C(C=C1)NC(=S)NC1=CC=C(C=C1)[N+](=O)[O-] 1-(4-methylsulfonylphenyl)-3-(4-nitrophenyl)thiourea